tertiary butyl 3-formylazetidin-1-carboxylate C(=O)C1CN(C1)C(=O)OC(C)(C)C